4-(5-(1,3-dihydroisobenzofuran-5-yl)-1-methyl-2-oxo-1,2-dihydropyridin-4-yl)-2-(2,6-dimethylpyridin-4-yl)-6-methyl-1-tosyl-1,6-dihydro-7H-pyrrolo[2,3-c]pyridin-7-one C1OCC2=CC(=CC=C12)C=1C(=CC(N(C1)C)=O)C=1C2=C(C(N(C1)C)=O)N(C(=C2)C2=CC(=NC(=C2)C)C)S(=O)(=O)C2=CC=C(C)C=C2